COC(C1=CC(=C(C=C1)NCC#CC=1N(C2=CC=CC(=C2C1)N[C@@H]1[C@@H](CN(CC1)C)F)CC(F)(F)F)OC)=O.C(#N)C(=O)C#N |r| cyanoketone rac-methyl-4-{[3-(4-{[(3R,4S)-3-fluoro-1-methylpiperidin-4-yl]amino}-1-(2,2,2-trifluoroethyl)-1H-indol-2-yl)prop-2-yn-1-yl]amino}-3-methoxybenzoate